N-((R)-3-(7-methyl-1H-indazol-5-yl)-1-(4-(1-methylpiperidin-4-yl)piperazin-1-yl)-1-Oxopropan-2-yl)-4-(2-oxo-1,2-dihydroquinolin-3-yl)azepane-1-carboxamide CC=1C=C(C=C2C=NNC12)C[C@H](C(=O)N1CCN(CC1)C1CCN(CC1)C)NC(=O)N1CCC(CCC1)C=1C(NC2=CC=CC=C2C1)=O